ClC1=CC(=C(C=C1)C1CC(C(C(C1)=O)=CNCCN(C)C)=O)F 5-(4-chloro-2-fluorophenyl)-2-(((2-(dimethylamino)ethyl)amino)methylene)cyclohexane-1,3-dione